N1=C(C=CC=C1C=NO)C1=NC=CC=C1 2,2'-bipyridine-6-formaldoxime